C(C1=CC=CC=C1)(=O)N[C@H](C(=O)OCC1=CC=CC=C1)CC(C)C benzyl (S)-2-benzoylamino-4-methylpentanoate